NC1=CC(=CC=2OCC3(CN(C3)C(=O)OC(C)(C)C)COC=3C=C(C=C(C3NCCCCNC12)N)C(N)=O)C(N)=O tert-butyl 11,20-diamino-9,22-dicarbamoyl-spiro[2,6-dioxa-13,18-diazatricyclo[17.4.0.07,12]tricosa-1(19),7(12),8,10,20,22-hexaene-4,3'-azetidine]-1'-carboxylate